Dimethyl 5-methoxyisophthalate COC=1C=C(C=C(C(=O)OC)C1)C(=O)OC